C(CCC)ONC(C(=C)C)=O N-n-butoxymethacrylamide